8-((1R,5S)-8-oxa-3-azabicyclo[3.2.1]octane-3-yl)-4-(((R)-1-(3-(diFluoromethyl)-2-fluorophenyl)ethyl)amino)-6-(1-(fluoromethyl)cyclopropyl)-2-methylpyrido[4,3-d]pyrimidine [C@H]12CN(C[C@H](CC1)O2)C2=CN(CC1=C2N=C(N=C1N[C@H](C)C1=C(C(=CC=C1)C(F)F)F)C)C1(CC1)CF